COC1=CC(=C(C=C1)CC(=O)OCC)OCC=1C=C(C2=C(C=CO2)C1)B1OC(C(O1)(C)C)(C)C ethyl 2-(4-methoxy-2-((7-(4,4,5,5-tetramethyl-1,3,2-dioxaborolan-2-yl)benzofuran-5-yl)methoxy)phenyl)acetate